ClC1=CC2=C(C=N1)NC(S2)=S 6-chlorothiazolo[4,5-c]pyridine-2(3H)-thione